(R)-(1-(2-(1-(cyclopropylmethyl)-1H-indol-2-yl)-4-(hydroxymethyl)-3-methylbenzo[b]thiophene-6-carbonyl)piperidin-3-yl)carbamic acid tert-butyl ester C(C)(C)(C)OC(N[C@H]1CN(CCC1)C(=O)C=1C=C(C2=C(SC(=C2C)C=2N(C3=CC=CC=C3C2)CC2CC2)C1)CO)=O